2,6-dioxanol C1(OCCCO1)O